(1R,3R)-1-((R)-1,1-dimethylethylsulfinylamino)-3-methyl-8-azaspiro[4.5]decane-8-carboxylic acid benzyl ester C(C1=CC=CC=C1)OC(=O)N1CCC2(C[C@H](C[C@H]2N[S@](=O)C(C)(C)C)C)CC1